C(C)N(CCCN(CCOC(OC(CCCCC(=O)OCC(CCCCCC)CCCCCC)CCCCCC)=O)CCOC(OC(CCCCC(=O)OCC(CCCCCC)CCCCCC)CCCCCC)=O)CC Bis(2-hexyloctyl) 12-(3-(diethylamino) propyl)-6,18-dihexyl-8,16-dioxo-7,9,15,17-tetraoxa-12-azatricosanedioate